BrC1=CC=C(C(=N1)C)S(=O)(=O)N1CCN(C2=CC=CC(=C12)C)C 4-[(6-bromo-2-methylpyridin-3-yl)sulfonyl]-1,5-dimethyl-1,2,3,4-tetrahydroquinoxaline